1-(4-(2-(4-chlorophenyl)-but-3-yn-2-yl)thiazol-2-yl)-3-(4-(piperazin-1-yl)-phenethyl)urea ClC1=CC=C(C=C1)C(C)(C#C)C=1N=C(SC1)NC(=O)NCCC1=CC=C(C=C1)N1CCNCC1